(S)-2-amino-2-(3-fluoro-5-methoxyphenyl)ethanol hydrochloride Cl.N[C@H](CO)C1=CC(=CC(=C1)OC)F